N-methoxy-N-methyl-2-(prop-2-yloxy)-1,3-oxazole-5-carboxamide CON(C(=O)C1=CN=C(O1)OC(C)C)C